N-[4-[[4-[1-[3-Chloro-5-cyano-4-(4-oxobutoxy)phenyl]-1-methyl-ethyl]phenoxy]methyl]pyrimidin-2-yl]methanesulfonamide ClC=1C=C(C=C(C1OCCCC=O)C#N)C(C)(C)C1=CC=C(OCC2=NC(=NC=C2)NS(=O)(=O)C)C=C1